NC1=C2C(=NC=N1)N(N=C2C2=C(C=C(C=C2)OC2=CC=CC=C2)F)C2CN(CCC2)C(=O)C(C#N)=CC(C)(C)C 2-[3-[4-AMINO-3-(2-FLUORo-4-PHENOXY-PHENYL)-1H-PYRAZOLO[3,4-D]PYRIMIDIN-1-YL]PIPERIDIN-1-CARBONYL]-4,4-DIMETHYLPENT-2-ENENITRIL